CC/C=C\\C/C=C\\C/C=C\\C/C=C\\C/C=C\\CCCCCCCCCCCCCCCCCCCC(=O)SCCNC(=O)CCNC(=O)[C@@H](C(C)(C)COP(=O)(O)OP(=O)(O)OC[C@@H]1[C@H]([C@H]([C@@H](O1)N2C=NC3=C(N=CN=C32)N)O)OP(=O)(O)O)O The molecule is an unsaturated fatty acyl-CoA that results from the formal condensation of the thiol group of coenzyme A with the carboxy group of (21Z,24Z,27Z,30Z,33Z)-hexatriacontapentaenoic acid. It is an unsaturated fatty acyl-CoA and an ultra-long-chain fatty acyl-CoA. It derives from a (21Z,24Z,27Z,30Z,33Z)-hexatriacontapentaenoic acid. It is a conjugate acid of a (21Z,24Z,27Z,30Z,33Z)-hexatriacontapentaenoyl-CoA(4-).